COC1=CC=C(C=C1)C(=COCCC1=CC=CC=C1)C 1-methoxy-4-(1-phenethyloxyprop-1-en-2-yl)benzene